N-(1,1-Dimethylsilacyclohex-4-yl)-5-phenyl-1H-pyrrolo[2,3-c]pyridine-2-carboxamide C[Si]1(CCC(CC1)NC(=O)C1=CC=2C(=CN=C(C2)C2=CC=CC=C2)N1)C